N'-[4-(4,5-dichlorothiazol-2-yl)oxy-2,5-dimethyl-phenyl]-N-methyl-formamidine ClC=1N=C(SC1Cl)OC1=CC(=C(C=C1C)N=CNC)C